COC(\C(\CCCCC)=C/C1=CC=CC=C1)OC (Z)-2-benzylideneheptanal dimethylacetal